FC=1C=C(C=CC1F)C1C(C1)NC=1C2=C(N=C(N1)SCCC(F)(F)F)N(N=N2)C2CC(C1C2OC(O1)(C)C)CO 6-[7-[[2-(3,4-Difluorophenyl)cyclopropyl]amino]-5-[(3,3,3-trifluoropropyl)thio]-3H-1,2,3-triazolo[4,5-d]pyrimidin-3-yl]-tetrahydro-2,2-dimethyl-4H-cyclopenta-1,3-dioxole-4-methanol